OCC(CO)(C)N1N=CC=C1 1-(1,3-dihydroxy-2-methylpropan-2-yl)-1H-pyrazol